ethyl 2-(4-(2,2-dimethyl-4-oxo-3,8,11,14,17-pentaoxa-5-azaicosan-20-amido)phenyl)-2-phenylacetate CC(C)(OC(NCCOCCOCCOCCOCCC(=O)NC1=CC=C(C=C1)C(C(=O)OCC)C1=CC=CC=C1)=O)C